sodium diisopropylamide C(C)(C)[N-]C(C)C.[Na+]